4-(4-(((3S,4R)-3-hydroxy-4-((5-(trifluoromethyl)pyridin-2-yl)amino)piperidin-1-yl)sulfonyl)phenyl)-1-methyl-1H-imidazole-2-carbonitrile O[C@H]1CN(CC[C@H]1NC1=NC=C(C=C1)C(F)(F)F)S(=O)(=O)C1=CC=C(C=C1)C=1N=C(N(C1)C)C#N